C(=C)SC1SCCN1 vinyl-thiothiazolidine